[Si].C(CCC)N1CN(C=C1)C 1-butyl-3-methylimidazole silicon